tert-butyl 3-[[(4-methylbenzoyl) amino] methyl]-1-phenyl-4,6-dihydropyrrolo[3,4-c]pyrazole-5-carboxylate CC1=CC=C(C(=O)NCC=2C3=C(N(N2)C2=CC=CC=C2)CN(C3)C(=O)OC(C)(C)C)C=C1